ClC1=CC(=C(OCC2=NC=CC(=C2)OC2CCNCC2)C=C1)CF ((4-chloro-2-(fluoromethyl)phenoxy)methyl)-4-(piperidin-4-yloxy)pyridine